2-((4-(((S)-2-hydroxy-1-phenylethyl)amino)-5-(1,3,4-oxadiazol-2-yl)pyrimidin-2-yl)amino)-7,8,11,11a-tetrahydro-5H-azepino[2,1-a]isoindol-5-one OC[C@H](C1=CC=CC=C1)NC1=NC(=NC=C1C=1OC=NN1)NC=1C=CC=2C(N3C(C2C1)CC=CCC3)=O